C(C)OC(=O)C1=CC=2C(C3=CC=CC=C3SC2C=C1)=O 2-ethoxycarbonyl-thioxanthone